2-[4-[2-[[(2S)-1-methylpyrrolidin-2-yl]methoxy]-7-(4-quinolyl)-6,8-dihydro-5H-pyrido[3,4-d]pyrimidin-4-yl]piperazin-2-yl]acetonitrile CN1[C@@H](CCC1)COC=1N=C(C2=C(N1)CN(CC2)C2=CC=NC1=CC=CC=C21)N2CC(NCC2)CC#N